4-((S)-1-(2-chlorophenyl)ethoxy)-2-fluoro-N-((R,E)-4-(methylsulfonyl)but-3-en-2-yl)benzamide ClC1=C(C=CC=C1)[C@H](C)OC1=CC(=C(C(=O)N[C@H](C)\C=C\S(=O)(=O)C)C=C1)F